4-(3-isopropylphenyl)-1,2-dimethyl-5-(quinoxalin-6-yl)-1H-pyrazol C(C)(C)C=1C=C(C=CC1)C=1CN(N(C1C=1C=C2N=CC=NC2=CC1)C)C